N'-[(1E)-(4-bromo-2-hydroxyphenyl)methylene]acethydrazide BrC1=CC(=C(C=C1)\C=N\NC(C)=O)O